ClC1=CC=C(C=C1)N1CC2C(C2C1)C#N 3-(4-chlorophenyl)-3-azabicyclo[3.1.0]hexane-6-carbonitrile